O=C(CNC(OC(C)(C)C)=O)NNC(=O)C=1SC=CC1 tert-butyl (2-oxo-2-(2-(thiophene-2-carbonyl)hydrazino)ethyl)carbamate